di(trimethylbenzyl-ammonium) maleate C(\C=C/C(=O)[O-])(=O)[O-].C[N+](CC1=CC=CC=C1)(C)C.C[N+](CC1=CC=CC=C1)(C)C